4-chloro-3-fluoropyridine-2-carbaldehyde ClC1=C(C(=NC=C1)C=O)F